(7-(2-(4-(6-fluorobenzothiophen-4-yl)piperazin-1-yl)ethyl)-2-oxoquinolin-1(2H)-yl)-2-pentylheptanoic acid methyl ester COC(C(CCCCC)(CCCCC)N1C(C=CC2=CC=C(C=C12)CCN1CCN(CC1)C1=CC(=CC2=C1C=CS2)F)=O)=O